C[C@H](CCC=C(C)C)[C@H]1CC[C@@]2([C@@]1(CC[C@]34[C@H]2CC[C@@H]5[C@]3(C4)CC[C@@H](C5(C)C)O)C)C The molecule is a pentacyclic triterpenoid, a 3beta-sterol and a member of phytosterols. It has a role as a plant metabolite. It derives from a hydride of a lanostane.